CN(CC(=O)NCC(=O)O)C(CN1N=C(C=2C(=CC=CC12)C1=CC=C2C=NN(C2=C1)C)C1CCN(CC1)C(CCC(=O)N)=O)=O.OC=1C=C(CCNC(C(=C)C)=O)C=CC1O N-(3,4-Dihydroxyphenethyl)Methacrylamide methyl-(2-(3-(1-(4-amino-4-oxobutanoyl)piperidin-4-yl)-1'-methyl-1H,1'H-[4,6'-biindazol]-1-yl)acetyl)glycylglycinate